2-(methyl-(dodecyl)amino)ethan-1-ol CN(CCO)CCCCCCCCCCCC